C1(CCCC1)OC=1C=C(C=C(C1)C1(CC(C1)C)C1=NN=CN1C)N1C(C2=CC(=CC(=C2C1)C(F)(F)F)CNC1(CCC1)C)=O 2-(3-(cyclopentyloxy)-5-((1r,3r)-3-methyl-1-(4-methyl-4H-1,2,4-triazol-3-yl)cyclobutyl)phenyl)-6-(((1-methylcyclobutyl)amino)methyl)-4-(trifluoromethyl)-isoindolin-1-one